((3R,4S)-4-fluoro-1-((R)-3,3,3-trifluoro-2-hydroxy-2-methylpropanoyl)pyrrolidin-3-yl)-7,8-dihydro-1,6-naphthyridin-5(6H)-one F[C@H]1[C@H](CN(C1)C([C@@](C(F)(F)F)(C)O)=O)C1=NC=2CCNC(C2C=C1)=O